CN(C1=CC=C(C(CBr)=O)C=C1)C 4-(dimethylamino)phenacyl bromid